ClC=1C(=CC(=C(C#N)C1)OC1=C(C=CC=C1)C)N1C(NC(=CC1=O)C(C1=CC=CC=C1)(F)F)=O 5-Chloro-4-{4-[difluoro(phenyl)methyl]-2,6-dioxo-3,6-dihydropyrimidin-1(2H)-yl}-2-(2-methylphenoxy)benzonitrile